1-((2S,5R)-5-(4-((3-chloro-5-(1-methyl-1H-1,2,3-triazol-4-yl)phenyl)amino)-6-(pyrazin-2-yl)pyrimidin-2-yl)-2-methylpiperidin-1-yl)ethan-1-one ClC=1C=C(C=C(C1)C=1N=NN(C1)C)NC1=NC(=NC(=C1)C1=NC=CN=C1)[C@@H]1CC[C@@H](N(C1)C(C)=O)C